FC(C1CC(NC1)C1=CC(=C(C=C1)C=1N=C2SC3=C(N2C1)C=CC(=C3)C(=O)NCCCN3CCC(CC3)F)F)F 2-(4-(4-(difluoromethyl)pyrrolidin-2-yl)-2-fluorophenyl)-N-(3-(4-fluoropiperidin-1-yl)propyl)benzo[d]imidazo[2,1-b]thiazole-7-carboxamide